N1N=NC=C1C=1C=C(C=CC1)NC1CCN(CC1)C(=O)OCC1=CC(=CC(=C1)Cl)Cl 3,5-dichlorobenzyl 4-((3-(1H-1,2,3-triazol-5-yl)phenyl)amino)piperidine-1-carboxylate